ClC1=CC(=C(C=C1)/C=C/C(=O)N[C@H](C(=O)NC(C[C@H]1C(NCC1)=O)C(C(=O)NC1CC1)=O)CC(C)(C)C)F (2S)-2-((E)-3-(4-chloro-2-fluorophenyl)acrylamido)-N-(4-(cyclopropylamino)-3,4-dioxo-1-((S)-2-oxopyrrolidin-3-yl)butan-2-yl)-4,4-dimethylpentanamide